1-((trifluoromethyl)sulfonyl)-5,6,8,9-tetrahydroimidazo[4',5':4,5]benzo[1,2-d]Azazepine-7(1H)-carboxylate FC(S(=O)(=O)N1C=NC=2C1=CC1=C(CNN(CC1)C(=O)[O-])C2)(F)F